4-chloro-1-butyl alcohol ClCCCCO